2-(5-methyl-2-phenyloxazol-4-yl)ethyl-1,1-d2 methanesulfonate CS(=O)(=O)OC(CC=1N=C(OC1C)C1=CC=CC=C1)([2H])[2H]